3-chloro-N-(1-(4-cyano-1-(5-cyanopyridin-2-yl)-1H-pyrazol-5-yl)ethyl)-N-methyl-5-(trifluoromethyl)benzamide ClC=1C=C(C(=O)N(C)C(C)C2=C(C=NN2C2=NC=C(C=C2)C#N)C#N)C=C(C1)C(F)(F)F